C(N)(OC(C1=CC=C(C=C1)N)C(CCCCCN1C(C=CC1=O)=O)=O)=O maleimidohexanoyl-p-aminobenzyl carbamate